5-(4-amino-2-fluorophenyl)pyrimidin-2(1H)-one NC1=CC(=C(C=C1)C=1C=NC(NC1)=O)F